NC1=C(SC2=NC(=CC=C21)C)C(=O)NCCC2=CC(=C(C=C2F)N2CC(C2)N(C(OC(C)(C)C)=O)C)F tert-Butyl (1-(4-(2-(3-amino-6-methylthieno[2,3-b]pyridine-2-carboxamido)ethyl)-2,5-difluorophenyl)azetidin-3-yl)(methyl)carbamate